7-(6-(Bis(4-methoxybenzyl)amino)-4-methyl-3-(trifluoromethyl)pyridin-2-yl)-8-fluoropyrido[4,3-d]pyrimidine-2,4-diol COC1=CC=C(CN(C2=CC(=C(C(=N2)C2=C(C=3N=C(N=C(C3C=N2)O)O)F)C(F)(F)F)C)CC2=CC=C(C=C2)OC)C=C1